2-(2-(cyclopropanesulfonamido)pyrimidin-4-yl)-N-(2-fluoro-4-(6-(trifluoromethyl)pyrazin-2-yl)phenyl)acetamide C1(CC1)S(=O)(=O)NC1=NC=CC(=N1)CC(=O)NC1=C(C=C(C=C1)C1=NC(=CN=C1)C(F)(F)F)F